succinic acid mono[2-[(acryloyl) oxy] ethyl] ester C(C=C)(=O)OCCOC(CCC(=O)O)=O